(R)-6-allyl-4-{2-[4-(2-(2,4-dimethyl-3-oxopiperazin-1-yl)ethoxy)phenyl]quinolin-6-yl}-1H-pyrrolo[2,3-c]pyridin-7(6H)-one C(C=C)N1C(C2=C(C(=C1)C=1C=C3C=CC(=NC3=CC1)C1=CC=C(C=C1)OCCN1[C@@H](C(N(CC1)C)=O)C)C=CN2)=O